9,10-Dihydro-9-oxa-10-phosphaphenanthrene C1=CC=CC=2C3=CC=CC=C3OPC12